(3,5-dimethylphenyl)urea CC=1C=C(C=C(C1)C)NC(=O)N